C(C)(C)(C)OC(=O)N1CC2CCC(C1)N2CC#C 8-Prop-2-ynyl-3,8-diazabicyclo[3.2.1]octane-3-carboxylic acid tert-butyl ester